C(C)OC(C(C)(C)OC1=CC(=C(C(=O)OC)C=C1[N+](=O)[O-])F)=O methyl 4-((1-ethoxy-2-methyl-1-oxoprop-2-yl) oxy)-2-fluoro-5-nitrobenzoate